1-{4-[5-(3-Chloro-4-isobutyl-phenyl)-[1,2,4]-oxadiazol-3-yl]-benzyl}-4-[2-(2-methoxy-phenoxy)-ethyl]-piperidine-4-carboxylic acid ClC=1C=C(C=CC1CC(C)C)C1=NC(=NO1)C1=CC=C(CN2CCC(CC2)(C(=O)O)CCOC2=C(C=CC=C2)OC)C=C1